1-[5-(1-methyl-1H-1,2,3-triazol-5-yl)-6-morpholino-3-pyridyl]-6-oxo-1,6-dihydropyridazine-3-carboxylic acid CN1N=NC=C1C=1C=C(C=NC1N1CCOCC1)N1N=C(C=CC1=O)C(=O)O